5-(4-(4-(6-amino-5-((R)-1-(5-fluoro-2-(2H-1,2,3-triazol-2-yl)phenyl)ethoxy)pyridin-3-yl)-1H-pyrazol-1-yl)-[1,4'-bipiperidin]-1'-yl)-2-(2,6-dioxopiperidin-3-yl)isoindoline-1,3-dione NC1=C(C=C(C=N1)C=1C=NN(C1)C1CCN(CC1)C1CCN(CC1)C=1C=C2C(N(C(C2=CC1)=O)C1C(NC(CC1)=O)=O)=O)O[C@H](C)C1=C(C=CC(=C1)F)N1N=CC=N1